[H+].C1=CC=C(C=C1)SC2=CC=C(C=C2)CO[C@H](CN3C=CN=C3)C4=C(C=C(C=C4)Cl)Cl The molecule is an organic cation obtained by protonation of the imidazole group of (S)-fenticonazole. It is a conjugate acid of a (S)-fenticonazole. It is an enantiomer of a (R)-fenticonazole(1+).